(S)-2-((tert-butoxycarbonyl)amino)-3-(1-methylpiperidin-4-yl)propanoate C(C)(C)(C)OC(=O)N[C@H](C(=O)[O-])CC1CCN(CC1)C